5-chloroisoquinolin ClC1=C2C=CN=CC2=CC=C1